(R)-2-fluoro-4-(methyl(4-methylpyrimidin-2-yl)amino)-N-(8-methylisoquinolin-1-yl)-N-(piperidin-3-yl)benzamide FC1=C(C(=O)N([C@H]2CNCCC2)C2=NC=CC3=CC=CC(=C23)C)C=CC(=C1)N(C1=NC=CC(=N1)C)C